The molecule is a 1,2-diacyl-sn-glycerol 3-phosphate(2-) obtained by deprotonation of the phosphate OH groups of 1,2-dicapryl-sn-glycero-3-phosphate; major species at pH 7.3. It is a conjugate base of a 1,2-dicapryl-sn-glycero-3-phosphate. CCCCCCCCCC(=O)OC[C@H](COP(=O)([O-])[O-])OC(=O)CCCCCCCCC